4-(benzylsulfanyl)-2-[(3-chloro-4-fluorophenyl)[(3,3-difluorocyclobutyl)meth-oxy]methyl]-5-methyl-1H-imidazole C(C1=CC=CC=C1)SC=1N=C(NC1C)C(OCC1CC(C1)(F)F)C1=CC(=C(C=C1)F)Cl